6-(oxan-4-yloxy)pyridin O1CCC(CC1)OC1=CC=CC=N1